tri(diphenylmethylideneacetone) dipalladium (0) [Pd].[Pd].C1(=CC=CC=C1)C(C1=CC=CC=C1)=CC(C)=O.C1(=CC=CC=C1)C(C1=CC=CC=C1)=CC(C)=O.C1(=CC=CC=C1)C(C1=CC=CC=C1)=CC(C)=O